FC=1C=C(C=C(C1)NS(=O)(=O)C)NC(=O)C=1SC=C(C1)C1=NC=CC=C1 N-(3-fluoro-5-methanesulfonamidophenyl)-4-(pyridin-2-yl)thiophene-2-carboxamide